4-[1-(2,2-dimethylpropionyl)-5-(4-fluorophenyl)-6-isopropyl-pyrrolo[2,3-f]indazol-7-yl]-3-methoxy-benzoic acid methyl ester COC(C1=CC(=C(C=C1)C1=C(N(C=2C=C3C=NN(C3=CC21)C(C(C)(C)C)=O)C2=CC=C(C=C2)F)C(C)C)OC)=O